C(CC)C1=CC2=C(N=C(N=C2)NC2=CC=C(C=C2)N2CCS(CC2)(=O)=N)N1C1=CC=CC(=N1)N=S(=O)(C)C ((6-(6-propyl-2-((4-(1-imino-1-oxido-1λ6-thiomorpholino)phenyl)amino)-7H-pyrrolo[2,3-d]pyrimidin-7-yl)pyridin-2-yl)imino)dimethyl-λ6-sulfanone